1-(di-tert-butoxymethylsilyl)-1-(tri-tert-butoxysilyl)methane C(C)(C)(C)OC(OC(C)(C)C)[SiH2]C[Si](OC(C)(C)C)(OC(C)(C)C)OC(C)(C)C